BrN(C(CC1=CC=CC=C1)C)OC N-Bromo-N-methoxy-1-phenylpropan-2-amine